C1(CC1)[C@H](C)NCC=1C=C(C=2N(C1)C(=CN2)F)C(=O)OC methyl 6-({[(1S)-1-cyclopropylethyl] amino} methyl)-3-fluoroimidazo[1,2-a]pyridine-8-carboxylate